ClC=1C=C(C=CC1C1=CC(OC2=CC(=CC=C12)O[C@@H](C(=O)N(CC(=O)NC1CN(CC1)C)CC)C)=O)NC(CCCCCCCCCCCCC)=O N-[3-chloro-4-[7-[(1R)-2-[ethyl-[2-[(1-methylpyrrolidin-3-yl)amino]-2-oxo-ethyl]amino]-1-methyl-2-oxo-ethoxy]-2-oxo-chromen-4-yl]phenyl]tetradecanamide